N-[2-(3-Methanesulfonylphenyl)-[1,3]thiazolo[5,4-c]pyridin-6-yl]-4-[(1S,4S)-5-methyl-2,5-diazabicyclo[2.2.1]heptan-2-yl]pyrimidin-2-amine CS(=O)(=O)C=1C=C(C=CC1)C=1SC=2C=NC(=CC2N1)NC1=NC=CC(=N1)N1[C@@H]2CN([C@H](C1)C2)C